ClC1=CC=C(C=C1)N1C(SC=C1C=1C=C(C(=O)NCCCCN2N=CC=C2)C=CC1)=O 3-(3-(4-chlorophenyl)-4-thiazolinonyl)-N-(4-1-N-pyrazolylbutyl)benzamide